CC=1C=C(C=CC1OC1=CC2=C(N(C=N2)C)C=C1)NC=1C2=C(N=CN1)C=CC(=N2)O[C@@H]2CNCC2 N-{3-methyl-4-[(1-methyl-1,3-benzodiazol-5-yl)oxy]phenyl}-6-[(3S)-pyrrolidin-3-yloxy]pyrido[3,2-d]pyrimidin-4-amine